CN1N=CC(=C1C1CCN(CC1)C1=CC(=C(C(=N1)C(F)(F)F)C#C)N1CC(C1)N1CCNCC1)C 1-(1-(6-(4-(1,4-dimethyl-1H-pyrazol-5-yl)piperidin-1-yl)-3-ethynyl-2-(trifluoromethyl)pyridin-4-yl)azetidin-3-yl)piperazine